C(CCC)[Sn](Cl)(CCCC)CCCC tributyl-(chloro)stannane